FC=1C=C2C(C[C@H]([C@@H](C2=CC1F)NC(=O)NC=1C(=NC(=C(C1)C)C1=CN=C(S1)C)C1=CC=CC=C1)O)(C)C ((1r,2r)-6,7-difluoro-2-hydroxy-4,4-dimethyl-1,2,3,4-tetrahydronaphthalen-1-yl)-3-(5-methyl-6-(2-methylthiazol-5-yl)-2-phenylpyridin-3-yl)urea